COC=1C=C(C=C2C=NC(=NC12)NCCCN(C(OC(C)(C)C)=O)C)B1OC(C(O1)(C)C)(C)C tert-butyl N-(3-{[8-methoxy-6-(4,4,5,5-tetramethyl-1,3,2-dioxaborolan-2-yl)quinazolin-2-yl]amino}propyl)-N-methylcarbamate